5-fluoro-1-phenyl-4-(4-methylphenyl)-3-trifluoromethyl-1H-pyrazole FC1=C(C(=NN1C1=CC=CC=C1)C(F)(F)F)C1=CC=C(C=C1)C